ethylcyclohexylphenyl-2,3-difluorotoluene C(C)C(C1=C(C(=CC=C1)F)F)(C1=CC=CC=C1)C1CCCCC1